1-[2-(2-oxo-2,3-dihydro-1H-indol-1-yl)acetyl]pyrrolidine-2-carboxamide O=C1N(C2=CC=CC=C2C1)CC(=O)N1C(CCC1)C(=O)N